FC1=C(OCCCP(O)(O)=O)C=CC(=C1F)C1CCC(CC1)C1CCC(CC1)CCCCC 3-[2,3-difluoro-4-[4-(4-pentylcyclohexyl)cyclohexyl]phenoxy]propylphosphonic acid